C(C)N1N=C2N=C(N=C(C2=C1)S)C(F)(F)F 2-ethyl-6-(trifluoromethyl)-2H-pyrazolo[3,4-d]pyrimidine-4-thiol